ClC=1C=C(C=CC1)CCN1C(CNC(C1)COC1=CC=C(C=C1)S(=O)(=O)C)C 1-[2-(3-chlorophenyl)ethyl]-5-[(4-methanesulfonylphenoxy)methyl]-2-methylpiperazine